C(C)(C)(C)C1N(CCC(C1)OC1=NC(=NC=C1)COC1=C(C=C(C=C1)C#N)F)C(=O)OC[C@@H]1[C@H]([C@H]([C@@H](O1)C1=CN(C(=O)NC1=O)CC(=O)O)O)O 1-carboxymethyl-pseudouridine tert-Butyl-4-((2-((4-cyano-2-fluorophenoxy)methyl)pyrimidin-4-yl)oxy)piperidine-1-carboxylate